CCCCC/C=C\\C[C@@H](/C=C/C=C/C=C\\[C@H](CCCC(=O)O)O)O The molecule is a leukotriene that is the 12S-isomer of leukotriene B4. It has a role as a metabolite. It is a dihydroxy monocarboxylic acid, a hydroxy fatty acid, a leukotriene, a long-chain fatty acid and a polyunsaturated fatty acid. It derives from an icosa-6,8,10,14-tetraenoic acid.